(tert-Butoxycarbonyl)-N-[3-[[5-[[(1R,3R)-2,2-dichloro-3-(3,4-dichlorophenyl)cyclopropanecarbonyl]amino]-2-fluoro-benzoyl]amino]-2,6-difluoro-phenyl]carbamic acid tert-butyl ester C(C)(C)(C)OC(N(C1=C(C(=CC=C1F)NC(C1=C(C=CC(=C1)NC(=O)[C@@H]1C([C@H]1C1=CC(=C(C=C1)Cl)Cl)(Cl)Cl)F)=O)F)C(=O)OC(C)(C)C)=O